S1C(=NC2=C1C=CC=C2)NCCC(=O)O 3-[(1,3-benzothiazol-2-yl)amino]propanoic acid